(4-(3-cyano-4-hydroxy-6-methylpyridin-2-yl)benzyl)-5-fluoro-2-methoxybenzamide C(#N)C=1C(=NC(=CC1O)C)C1=CC=C(CC=2C(=C(C(=O)N)C=C(C2)F)OC)C=C1